COC(=O)C=1N(C=C(C(C1OCC1=CC=CC=C1)=O)C(NCC1=C(C=C(C=C1)F)F)=O)NC(=O)OC(C)(C)C 3-benzyloxy-1-(tert-butoxycarbonylamino)-5-[(2,4-difluorophenyl)methylcarbamoyl]-4-oxo-pyridine-2-carboxylic acid methyl ester